(S)-N6-propyl-4,5,6,7-tetrahydrobenzo[d]thiazole-2,6-diamine C(CC)N[C@@H]1CC2=C(N=C(S2)N)CC1